(S)-4-(5-(3-((2-((S)-3-carboxybutyl)-4-fluoro-6-methoxybenzo[b]thiophen-5-yl)oxy)propyl)-4-fluoro-6-methoxybenzo[b]thiophen-2-yl)-2-methyl-4-oxobutanoic acid C(=O)(O)[C@H](CCC1=CC2=C(S1)C=C(C(=C2F)OCCCC2=C(C1=C(SC(=C1)C(C[C@@H](C(=O)O)C)=O)C=C2OC)F)OC)C